5-carboxy-2-(3-tert-butyl-2-hydroxy-5-methoxyphenyl)-2H-benzotriazole N-oxide C(=O)(O)C1=CC=2C(=[N+](N(N2)C2=C(C(=CC(=C2)OC)C(C)(C)C)O)[O-])C=C1